FCCCN1C[C@H](CC1)OC1=CC=C(C=C1)C1=C(CSC2=CC(=CC=C12)O)C=1C=C2CC(N(C2=CC1)C(C)=O)(C)C 1-[5-[4-[4-[(3S)-1-(3-fluoropropyl)pyrrolidin-3-yl]oxyphenyl]-7-hydroxy-2H-thiochromen-3-yl]-2,2-dimethyl-indolin-1-yl]ethanone